tert-Butyl 4-(2-fluoro-6-(2H-1,2,3-triazol-2-yl)benzamido)-4-methylpiperidine-1-carboxylate FC1=C(C(=O)NC2(CCN(CC2)C(=O)OC(C)(C)C)C)C(=CC=C1)N1N=CC=N1